7-bromo-N-((S)-1-(((S)-1-cyano-2-((S)-2-oxopiperidin-3-yl)ethyl)amino)-3-cyclopropyl-1-oxopropan-2-yl)-4-fluoro-1H-indole-2-carboxamide BrC=1C=CC(=C2C=C(NC12)C(=O)N[C@H](C(=O)N[C@@H](C[C@H]1C(NCCC1)=O)C#N)CC1CC1)F